BrC=1C(=C2C3(C(N(C(C2=CC1)=O)CC(=O)NC1=NC=C(C=C1F)C#N)=O)CC3)F 2-(6'-bromo-5'-fluoro-1',3'-dioxospiro[cyclopropane-1,4'-isoquinoline]-2'-yl)-N-(5-cyano-3-fluoropyridin-2-yl)acetamide